4-[(1S)-1-[[4-((3R)-3-phenoxypyrrolidin-1-yl)tetrahydropyran-4-carbonyl]amino]ethyl]benzoic acid O(C1=CC=CC=C1)[C@H]1CN(CC1)C1(CCOCC1)C(=O)N[C@@H](C)C1=CC=C(C(=O)O)C=C1